COC1=CC=C(C=C1)C1=NN2C(=NC=3C(=CC=CC3C2=N1)C)NC=1C(N=CC=NC1)=O (6S)-6-{[2-(4-methoxyphenyl)-7-methyl-[1,2,4]triazolo[1,5-c]quinazolin-5-yl]amino}-1,4-diazepin-5-one